3,4,5-trimethoxybenzyl-amine COC=1C=C(CN)C=C(C1OC)OC